C1(=C(C=CC=C1)C1=NC(=NC(=N1)C1=CC=CC=C1)C1=C(C=CC=C1)C1=CC=2C3(C4=CC(=CC=C4C2C=C1)C#N)CCCCC3)C3=CC=CC=C3 2'-(2-(4-([1,1'-biphenyl]-2-yl)-6-phenyl-1,3,5-triazin-2-yl)phenyl)spiro[cyclohexane-1,9'-fluorene]-7'-carbonitrile